CC1=C(C=C(C=C1)C1CCN(CC1)C(=O)C1CC2(C1)NC(CC2)=O)C(F)(F)F (2r,4s)-2-(4-(4-methyl-3-(trifluoromethyl)phenyl)piperidine-1-carbonyl)-5-azaspiro[3.4]octan-6-one